5-iodo-6-methyl-N-(3-methyl-4-((1-methyl-1H-benzimidazol-5-yl)oxy)phenyl)pyrimidin-4-amine IC=1C(=NC=NC1C)NC1=CC(=C(C=C1)OC1=CC2=C(N(C=N2)C)C=C1)C